C(CCCCCCCCCCCC)C=C(C(=O)O)C.FC(C(C(C(C(F)(F)C=C(C(=O)O)C)(F)F)(F)F)(F)F)CC(F)(F)F.ClP(=O)(Cl)C1=C2NC(=C1)C(=C1C=CC(=N1)C(=C1C=CC(N1)=C(C=1C=CC(N1)=C2C2=CC=CC=C2)C2=CC=CC=C2)C2=CC=CC=C2)C2=CC=CC=C2 dichlorophosphoryl-tetraphenyl-porphyrin dodecafluoroheptyl-methacrylate tridecyl-methacrylate